COC([C@H](CC1=CC(=C(C(=C1)I)OC)Br)NC(=O)OC(C)(C)C)=O (S)-3-(3-bromo-5-iodo-4-methoxyphenyl)-2-((tert-butoxycarbonyl)amino)propionic acid methyl ester